2-Butylhexyl (2S)-2-(((((2R,3S,5R)-5-(6-amino-2-fluoro-9H-purin-9-yl)-2-ethynyl-3-hydroxytetra-hydrofuran-2-yl)methoxy)-(phenoxy)phosphoryl)-amino)-3-(3,5-difluorophenyl)propanoate NC1=C2N=CN(C2=NC(=N1)F)[C@H]1C[C@@H]([C@@](O1)(C#C)COP(=O)(OC1=CC=CC=C1)N[C@H](C(=O)OCC(CCCC)CCCC)CC1=CC(=CC(=C1)F)F)O